diisononyl adipate (diisononyladipate) C(CCCCCC(C)C)C(C(=O)O)(CCCC(=O)O)CCCCCCC(C)C.C(CCCCC(=O)OCCCCCCC(C)C)(=O)OCCCCCCC(C)C